NC1CC(N(CC1)C(=O)O)CC 4-amino-2-ethylpiperidine-1-carboxylic acid